CN1CCC(CC1)C(=O)NC1=NC=CC(=C1)C1=CC(N(C2=CC=CC=C12)C)=O 1-methyl-N-(4-(1-methyl-2-oxo-1,2-dihydroquinolin-4-yl)pyridin-2-yl)piperidine-4-carboxamide